diisodecyl 1,2-cyclohexanedicarboxylate C1(C(CCCC1)C(=O)OCCCCCCCC(C)C)C(=O)OCCCCCCCC(C)C